N-(6-Amino-5-ethyl-3-pyridyl)-2-[5-methyl-2-(2-oxo-3,4-dihydro-1H-quinolin-6-yl)-1-piperidyl]-2-oxo-acetamide NC1=C(C=C(C=N1)NC(C(=O)N1C(CCC(C1)C)C=1C=C2CCC(NC2=CC1)=O)=O)CC